(S)-tert-butyl(1-((2-oxo-2-(4-(5-(trifluoromethyl)pyrimidin-2-yl)piperazin-1-yl)ethoxy)amino) Propan-2-yl)carbamate C(C)(C)(C)OC(N[C@H](CNOCC(N1CCN(CC1)C1=NC=C(C=N1)C(F)(F)F)=O)C)=O